3,6-dihydroimidazo[4,5-d]pyrrolo[2,3-b]pyridin-2(1H)-one N1C(NC=2C1=C1C(=NC2)NC=C1)=O